COC(=O)C=1SC(=CC1)C=1NC=C(N1)C(F)(F)F 5-(4-(trifluoromethyl)-1H-imidazol-2-yl)thiophene-2-carboxylic acid methyl ester